ClC1=C2C(=CN=CC2=C(C(=C1)F)F)C(NC(=O)[C@@H]1[C@H]2C([C@H]2CN1C([C@H](C(C)(C)C)NC(C(F)(F)F)=O)=O)(C)C)C#N (1R,2S,5S)-N-[(5-chloro-7,8-difluoro-4-isoquinolyl)-cyano-methyl]-3-[(2S)-3,3-dimethyl-2-[(2,2,2-trifluoroacetyl)amino]butanoyl]-6,6-dimethyl-3-azabicyclo[3.1.0]hexane-2-carboxamide